1-Morpholino-2-(4-(2-(pyridin-2-ylamino)thiazol-4-yl)phenoxy)ethanon O1CCN(CC1)C(COC1=CC=C(C=C1)C=1N=C(SC1)NC1=NC=CC=C1)=O